C1(=CC=CC=C1)C=1NC2=CC=CC=C2C1C1(OC(=O)C2=CC(=CC=C12)N(C)C)C1=C(NC2=CC=CC=C12)C1=CC=CC=C1 3,3-bis(2-phenylindole-3-yl)-6-dimethylaminophthalide